[Si](C)(C)(C(C)(C)C)OC1=CC(=C(C=C1)N=C(N)C1=C(C=2N(N=C1)C=C(C2)C=2C=NC(=CC2)C)NC2CCCC2)CC N'-[4-[tert-butyl(dimethyl)silyl]oxy-2-ethyl-phenyl]-4-(cyclopentylamino)-6-(6-methyl-3-pyridyl)pyrrolo[1,2-b]pyridazine-3-carboxamidine